[Br-].[Yb+3].[Br-].[Br-] ytterbium(III) bromide